2-methyl-N-[2-oxo-2-(2,2,2-trifluoroethylamino)ethyl]-4-[(5S)-5-[3,5-bis(difluoromethyl)phenyl]-5-(trifluoromethyl)-4H-isoxazol-3-yl]benzamide CC1=C(C(=O)NCC(NCC(F)(F)F)=O)C=CC(=C1)C1=NO[C@](C1)(C(F)(F)F)C1=CC(=CC(=C1)C(F)F)C(F)F